(S or R)-3-methyl-2-(2-(3-methyltetrahydrofuran-3-yl)-2H-pyrazolo[3,4-b]pyrazin-6-yl)-5-(trifluoromethyl)phenol CC=1C(=C(C=C(C1)C(F)(F)F)O)C=1C=NC=2C(N1)=NN(C2)[C@@]2(COCC2)C |o1:21|